(R)-(1-(3-cyclohexyl-2-oxo-7-(trifluoromethyl)indolin-3-yl)-1,2,3,6-tetrahydropyridin-4-yl)boronic acid C1(CCCCC1)[C@@]1(C(NC2=C(C=CC=C12)C(F)(F)F)=O)N1CCC(=CC1)B(O)O